N1(CCC1)S(=O)(=O)C=1C=CC(=NC1Cl)N1C[C@H](CC1)O (S)-1-(5-(azetidin-1-ylsulfonyl)-6-chloropyridin-2-yl)pyrrolidin-3-ol